N-(cis-3-hydroxy-3-methylcyclobutyl)-2-(3-isopropyl-4-(3-methoxyphenyl)-6-oxopyridazin-1(6H)-yl)acetamide OC1(CC(C1)NC(CN1N=C(C(=CC1=O)C1=CC(=CC=C1)OC)C(C)C)=O)C